2-(2-methyl-thiazol-5-yl)-N-(6,7,8,9-tetrahydro-5H-pyrido[3,2-b]indol-8-yl)-7,8-dihydro-6H-pyrimido[5,4-b][1,4]oxazin-4-amine CC=1SC(=CN1)C=1N=C(C=2OCCNC2N1)NC1CC=2C3=C(NC2CC1)C=CC=N3